FC1=C(C=CC(=C1F)OC1=NC=CC=C1C1=NC(=NC=C1)N[C@@H]1CNCCC1)NS(=O)(=O)C1C2=CC=CC=C2C=2C=CC=CC12 (S)-N-(2,3-difluoro-4-((3-(2-(piperidin-3-ylamino)pyrimidin-4-yl)pyridin-2-yl)oxy)phenyl)-9H-fluorene-9-sulfonamide